The molecule is a steroid phosphate which is the 17-O-phospho derivative of estramustine. It is a steroid phosphate, a carbamate ester and an organochlorine compound. It derives from an estramustine. It is a conjugate acid of an estramustine phosphate(2-). C[C@]12CC[C@H]3[C@H]([C@@H]1CC[C@@H]2OP(=O)(O)O)CCC4=C3C=CC(=C4)OC(=O)N(CCCl)CCCl